4-(4-Amino-2,6-dibromophenoxy)-2-(isopropenyl)phenol NC1=CC(=C(OC2=CC(=C(C=C2)O)C(=C)C)C(=C1)Br)Br